O[C@@H]1[C@H](CO[C@@H]([C@@H]1O)CO)NC(OC(C)(C)C)=O tert-butyl ((3S,4R,5R,6R)-4,5-dihydroxy-6-(hydroxymethyl)tetrahydro-2H-pyran-3-yl)carbamate